tert-butyl 9-(1-methyl-7-methylsulfonyl-2-oxo-4H-pyrimido[4,5-d]pyrimidin-3-yl)-6-azaspiro[3.5]nonane-6-carboxylate CN1C(N(CC=2C1=NC(=NC2)S(=O)(=O)C)C2CCN(CC21CCC1)C(=O)OC(C)(C)C)=O